D-5-bromo-8-chlorothiochroman-4-ol BrC1=C2C(CCSC2=C(C=C1)Cl)O